5,6-bis(benzylamino)-2-mercaptopyrimidin-4-ol C(C1=CC=CC=C1)NC=1C(=NC(=NC1NCC1=CC=CC=C1)S)O